NCCOCCOCCOCCOCCOCCOCCOCCOCCNC(CCOC1=C(C(=CC=C1)C)N(C(C1=CC(=C(C=C1)Cl)C=1C=NC(=CC1C#N)C(F)(F)F)=O)C)=O N-(2-((1-amino-28-oxo-3,6,9,12,15,18,21,24-octaoxa-27-azatriacontan-30-yl)oxy)-6-methylphenyl)-4-chloro-3-(4-cyano-6-(trifluoromethyl)pyridin-3-yl)-N-methylbenzamide